C(C)(C)OC(=O)C=1C(=NC=NC1)C1=C2C(=C(N=C1)OC)N(C=C2)C 4-(7-methoxy-1-methyl-1H-pyrrolo[2,3-c]Pyridin-4-yl)pyrimidine-5-carboxylic acid isopropyl ester